CC1=C(C(=O)O)C=CC(=C1)C=1C=NC(=CC1)NC([C@@H]1N(CCC1)C(NCC1=CC=C(C=C1)C(F)(F)F)=O)=O 2-methyl-4-(6-{[1-({[4-(trifluoromethyl)phenyl]methyl}carbamoyl)-D-prolyl]amino}pyridin-3-yl)benzoic acid